BrC1=CC2=C(CC(=N1)N)C=CC=C2 4-Bromo-1H-benzo[d]azepine-2-Amine